mono(2-methacryloxyethyl) phosphate P(=O)(OCCOC(C(=C)C)=O)([O-])[O-]